6-chloro-5-(2,6-difluorophenyl)-7-methyl-1-(trityl)-3H-1,4-benzodiazepin-2-one ClC1=C(C=CC2=C1C(=NCC(N2C(C2=CC=CC=C2)(C2=CC=CC=C2)C2=CC=CC=C2)=O)C2=C(C=CC=C2F)F)C